P(OC1=C(C=CC=C1)C)(OC1=C(C=CC=C1)C)=O ditolyl phosphonate